ethyl 2-[tert-butoxycarbonyl-[(E)-4-(4,4,5,5-tetramethyl-1,3,2-dioxaborolan-2-yl)but-3-enyl]amino]acetate C(C)(C)(C)OC(=O)N(CC(=O)OCC)CC\C=C\B1OC(C(O1)(C)C)(C)C